N-(1-(6-(((5-((((3R,4R)-3-hydroxypiperidin-4-yl)methyl)amino)-3-isopropylpyrazolo[1,5-a]pyrimidin-7-yl)amino)methyl)pyridin-2-yl)-1H-pyrazol-4-yl)acrylamide O[C@H]1CNCC[C@@H]1CNC1=NC=2N(C(=C1)NCC1=CC=CC(=N1)N1N=CC(=C1)NC(C=C)=O)N=CC2C(C)C